(6aR)-8-tert-butoxycarbonyl-1-(2,2-dimethylmorpholino)-4-fluoro-3-(2-fluoro-6-hydroxyphenyl)-6,6a,7,8,9,10-hexahydro-12H-pyrazino[2,1-c]pyrido[3,4-f][1,4]oxazepin-12-one C(C)(C)(C)OC(=O)N1C[C@@H]2COC3=C(C(N2CC1)=O)C(=NC(=C3F)C3=C(C=CC=C3O)F)N3CC(OCC3)(C)C